4-chloro-5-((3-fluorobenzyl)amino)-3H-1,2-dithiol-3-one ClC=1C(SSC1NCC1=CC(=CC=C1)F)=O